ClC1=C(C=C2C(=N1)N=C(O2)N2CCOCC2)C(=O)NC=2C=NN(C2)C 5-Chloro-N-(1-methyl-1H-pyrazol-4-yl)-2-morpholinooxazolo[4,5-b]pyridine-6-carboxamide